tert-butyl 4-(4-chloro-5-fluoropyridin-3-yl)piperazine-1-carboxylate ClC1=C(C=NC=C1F)N1CCN(CC1)C(=O)OC(C)(C)C